N-(4-cyano-2-fluoro-phenyl)-5-(3-fluoro-2-pyridyl)-1H-pyrrole-3-sulfonamide C(#N)C1=CC(=C(C=C1)NS(=O)(=O)C1=CNC(=C1)C1=NC=CC=C1F)F